(S)-N-(phenyl-(piperidin-4-yl)methyl)-4-(trifluoromethoxy)benzenesulfonamide C1(=CC=CC=C1)[C@@H](NS(=O)(=O)C1=CC=C(C=C1)OC(F)(F)F)C1CCNCC1